SCCCN1C(N(C(N(C1=O)CCO)=O)CCCS)=O 1,3-bis(3-mercaptopropyl)-5-(2-hydroxyethyl)-1,3,5-triazine-2,4,6(1H,3H,5H)trione